S(=O)(=O)(O)C1=CC=C(C=C1)SSC1=CC=C(C=C1)S(=O)(=O)O bis(p-sulphophenyl) disulphide